OC[C@@H]1N(CCC1)C=1C2=C(N(C(N1)=O)C1=C(C=CC=C1)C)N=C(C=C2)C(F)(F)F (R)-4-(2-(hydroxymethyl)pyrrolidin-1-yl)-1-(o-tolyl)-7-(trifluoromethyl)pyrido[2,3-d]pyrimidin-2(1H)-one